ClC1=CC=C(C=C1)C(N1C[C@@H](N(C[C@H]1C)C1=CC(N(C=2C=CC(=NC12)C#N)C)=O)C)C1=NC=C(C=C1)C 8-((2s,5r)-4-((4-chlorophenyl)(5-methylpyridin-2-yl)methyl)-2,5-dimethylpiperazin-1-yl)-5-methyl-6-oxo-5,6-dihydro-1,5-naphthyridine-2-carbonitrile